C[Si](CCOCN1N=CN=C1C=1C=NC=CC1)(C)C 3-(1-((2-(trimethylsilyl)ethoxy)methyl)-1H-1,2,4-triazol-5-yl)pyridine